2-(4-(6-((4-cyano-2-fluorobenzyl)oxy)pyridin-2-yl)-2-fluorobenzyl)-1-((2-methyl-2H-tetrazol-5-yl)methyl)-1H-benzo[d]imidazole-6-carboxylic acid C(#N)C1=CC(=C(COC2=CC=CC(=N2)C2=CC(=C(CC3=NC4=C(N3CC=3N=NN(N3)C)C=C(C=C4)C(=O)O)C=C2)F)C=C1)F